C(C)(=O)C=1C=C(C=CC1)C1=CC=2C=NN(C(C2CC1)=O)C1=NC=CC=C1 6-(3-acetylphenyl)-2-(pyridin-2-yl)-7,8-dihydro-phthalazin-1(2H)-one